5-(diaminomethylideneamino)pentanoic acid NC(N)=NCCCCC(=O)O